tetradecane-3,5,7,12-tetraene CCC=CC=CC=CCCCC=CC